ClC=1C(N(C(=CC1OCC1=C(CNC(OCC#C)=O)C=C(C=C1)F)C)C1=C(C=CC=C1F)F)=O.[N].[Y] yttrium nitrogen prop-2-ynyl 2-((3-chloro-1-(2,6-difluorophenyl)-1,2-dihydro-6-methyl-2-oxopyridin-4-yloxy) methyl)-5-fluorobenzylcarbamate